5-(2-(ethylsulfanyl)-4-(trifluoromethyl)phenyl)-1-methyl-1H-imidazole-2-carbaldehyde C(C)SC1=C(C=CC(=C1)C(F)(F)F)C1=CN=C(N1C)C=O